N-(5-(5-chloro-4-methyl-2-(4-(4-methylpiperazin-1-yl)phenyl)-1H-pyrrolo[2,3-b]pyridin-3-yl)-2-methylphenyl)acrylamide ClC=1C(=C2C(=NC1)NC(=C2C=2C=CC(=C(C2)NC(C=C)=O)C)C2=CC=C(C=C2)N2CCN(CC2)C)C